NC1=NC=CC(=C1Cl)SC=1N=C2C(=NC1)N(C(=N2)N2CCC1([C@@H](C=3N(N=CC3)C1)N)CC2)C (S)-1-(5-((2-amino-3-chloropyridin-4-yl)thio)-1-methyl-1H-imidazo[4,5-b]pyrazin-2-yl)-4'H,6'H-spiro[piperidin-4,5'-pyrrolo[1,2-b]pyrazol]-4'-amine